(2S)-N-[(4-carbamimidoylthiophen-2-yl)methyl]-1-[2-(5-phenoxypentanamido)acetyl]pyrrolidine-2-carboxamide C(N)(=N)C=1C=C(SC1)CNC(=O)[C@H]1N(CCC1)C(CNC(CCCCOC1=CC=CC=C1)=O)=O